tert-butyl (2R,6S)-4-(1-((7-methoxy-2-methyl-3,3a-dihydro-2H-pyrazolo[3,4-c]pyridin-5-yl)carbamoyl)-2,3-dihydro-1H-pyrrolo[2,3-b]pyridin-4-yl)-2,6-dimethylpiperazine-1-carboxylate COC1=NC(=CC2C1=NN(C2)C)NC(=O)N2CCC=1C2=NC=CC1N1C[C@H](N([C@H](C1)C)C(=O)OC(C)(C)C)C